1,5-dimethyl-3-oxo-2-phenyl-2,3-dihydro-1H-pyrazole-4-carbaldehyde CN1N(C(C(=C1C)C=O)=O)C1=CC=CC=C1